CC(C(=O)O)C1=CC=C(C=C1)C(=O)C=1SC=CC1 Alpha-methyl-4-(2-thienylcarbonyl)phenylacetic acid